BrC(CC/C(=C/COC1OCCCC1)/C)CCCCCCCCCC (E)-2-((6-bromo-3-methylhexadecan-2-en-1-yl)oxy)tetrahydro-2H-pyran